C(C)(C)(C)OC(C1=CC=C(C=C1)NC(=O)\N=C\1/SCC(N1C1=C(C=CC(=C1)C)C(C)C)=O)=O (Z)-4-(3-(3-(2-isopropyl-5-methylphenyl)-4-oxothiazolidine-2-ylidene)ureido)benzoic acid tert-butyl ester